N1N=CC(=C1)C1=CC=C(C=C1)NC1=NC(=NC=C1)N1CC2CCC(C1)N2 N-(4-(1H-pyrazol-4-yl)phenyl)-2-(3,8-diazabicyclo[3.2.1]oct-3-yl)pyrimidin-4-amine